BrC1=CC=2N(C3=CC(=CC=C3C2C=C1)Br)C1=CC=C(C=C1)C(=O)C1=CC=C(C=C1)N1C=2C=CC=CC2C(C2=CC=CC=C12)(C)C (4-(2,7-dibromo-9H-carbazol-9-yl)phenyl)(4-(9,9-dimethylacridin-10-yl)phenyl)methanone